O=C1N(CCC(N1)=O)CC1=CC=C(C=C1)C1CCN(CC1)CCOCCCCCNC(=O)C=1C=NN2C1N=C(C=C2)N2[C@H](CCC2)C2=C(C=CC(=C2)F)F |r| N-[5-[2-[4-[4-[(2,4-dioxohexahydropyrimidin-1-yl)methyl]phenyl]-1-piperidyl]ethoxy]pentyl]-5-[rac-(2R)-2-(2,5-difluorophenyl)pyrrolidin-1-yl]pyrazolo[1,5-a]pyrimidine-3-carboxamide